C(C1=CC=CC=C1)(=O)OCC[C@@](CC)(O)C (R)-3-methyl-3-hydroxypentyl benzoate